2-((methacryloyloxy)ethyl)dimethyl-(3-sulfopropyl)ammonium C(C(=C)C)(=O)OCCC(C[NH+](C)C)CS(=O)(=O)O